PYRIDINYL-PIPERIDINYL-METHYL-OXETANYLMETHYL-1H-BENZO[D]IMIDAZOLE-CARBOXYLIC ACID N1=C(C=CC=C1)C=1C(=C(C2=C(N(C(=N2)C(=O)O)CC2OCC2)C1)C)N1CCCCC1